ClC1=CC=C(C=N1)[C@H]1CSC=2N1C(C(=C([N+]2C)[O-])C2=CC=CC=C2)=O (3S)-3-(6-chloro-3-pyridyl)-8-methyl-5-oxo-6-phenyl-2,3-dihydrothiazolo[3,2-a]pyrimidin-8-ium-7-olate